3-methylpyrazine CC=1C=NC=CN1